ethyl (S)-3-(2-(hydroxymethyl)-1-(oxetan-2-ylmethyl)-1H-imidazol-5-yl)propanoate OCC=1N(C(=CN1)CCC(=O)OCC)C[C@H]1OCC1